(2S)-1-(2-{[1-(2,2-difluoroethyl)-1H-pyrazol-4-yl]sulfonyl}-2H,4H,5H,6H-pyrrolo[3,4-c]pyrazol-5-yl)-3-hydroxy-2-phenylpropan-1-one FC(CN1N=CC(=C1)S(=O)(=O)N1N=C2C(=C1)CN(C2)C([C@H](CO)C2=CC=CC=C2)=O)F